C(C)(C)(C)C(C(C(=O)OCC(C)(C)C)(C)C)OC[C@H]1[C@H](C1)CO[Si](C1=CC=CC=C1)(C1=CC=CC=C1)C(C)(C)C 2,2-dimethylpropan-1-ol tert-butyl-3-(((1R,2S)-2-(((tert-butyldiphenylsilyl)oxy)methyl)cyclopropyl)methoxy)-2,2-dimethylpropanoate